(5-(6-cyclopropyl-7-fluoro-1H-imidazo[4,5-c]pyridin-2-yl)-1H-pyrrol-3-yl)(3-(trifluoromethyl)pyridin-2-yl)methanone C1(CC1)C1=C(C2=C(C=N1)N=C(N2)C2=CC(=CN2)C(=O)C2=NC=CC=C2C(F)(F)F)F